6-(2-aminoethyl)-2-chloro-N-[(furan-2-yl)methyl]-7H-pyrrolo[2,3-d]pyrimidin-4-amine hydrochloride Cl.NCCC1=CC2=C(N=C(N=C2NCC=2OC=CC2)Cl)N1